NC(CCCCCCC)OP(O)(O)=O (1-aminooctyl)phosphoric acid